3-amino-3-{[3-(tert-butoxy)-1-methoxy-1-oxopropan-2-yl]carbamoyl}propanoic acid NC(CC(=O)O)C(NC(C(=O)OC)COC(C)(C)C)=O